N-(3-chloro-5-(methylsulfonylamino)phenyl)-5-(5-ethoxy-3-fluoropyridin-2-yl)-1-methyl-1H-pyrrole-3-carboxamide ClC=1C=C(C=C(C1)NS(=O)(=O)C)NC(=O)C1=CN(C(=C1)C1=NC=C(C=C1F)OCC)C